1-(3',5'-difluoro-[3,4'-bipyridin]-6-yl)-N-(2,6-difluorobenzyl)methanamine FC=1C=NC=C(C1C=1C=NC(=CC1)CNCC1=C(C=CC=C1F)F)F